S(=O)(=O)(C(F)(F)F)OC1=CC2=CC=C(C=C2C=C1)C 6-methyl-2-naphthol triflate